FC(O[C@H]1C[C@H](C1)C1=NN=C(O1)[C@@H]1CC[C@H](CC1)C(=O)OC)(F)F trans-methyl 4-(5-(cis-3-(trifluoromethoxy)cyclobutyl)-1,3,4-oxadiazol-2-yl)cyclohexanecarboxylate